dichloro-di-tert-butyl-(4-dimethylaminophenyl)palladium (II) ClC(C(C)(C)[Pd-](C1=CC=C(C=C1)N(C)C)C(C)(C)C)Cl